C(C=C)C=1C(=C(CN2CCN(CC2)C=2C=CC3=C(C=C(O3)C(=O)O)C2Br)C=CC1)O 5-[4-(3-allyl-2-hydroxy-benzyl)-piperazin-1-yl]-4-bromo-benzofuran-2-carboxylic acid